3-acetyl-5-bromopyridin-2(1H)-one C(C)(=O)C=1C(NC=C(C1)Br)=O